(2R,3R,4S,5R,6S)-2-(acetoxymethyl)-4-azido-6-(methylthio)tetrahydro-2H-pyran-3,5-diyl diacetate C(C)(=O)O[C@H]1[C@H](O[C@H]([C@@H]([C@H]1N=[N+]=[N-])OC(C)=O)SC)COC(C)=O